FC1(CCC(CC1)NC=1N=CC2=C(N1)NC=C2C=2C=CC=1N(C2)C=CN1)F N-(4,4-difluorocyclohexyl)-5-(imidazo[1,2-a]pyridin-6-yl)-7H-pyrrolo[2,3-d]pyrimidin-2-amine